(1'R,2'R,4'S)-3-Fluoro-5'-methyl-4-(1-methyl-1H-pyrazol-4-yl)-2'-(prop-1-en-2-yl)-1',2',3',4'-tetrahydro-[1,1'-biphenyl]-2,4',6-triol FC1=C(C(=C(C=C1C=1C=NN(C1)C)O)[C@H]1[C@@H](C[C@@H](C(=C1)C)O)C(=C)C)O